C(=C)C1=CC=C(C=C1)C1C=CC2=CC=CC=C12 1-(4-vinylphenyl)-1H-indene